1-(2,2-difluoroethyl)-N-((5-phenylisoxazol-3-yl)methyl)-1H-1,2,3-triazole-4-carboxamide FC(CN1N=NC(=C1)C(=O)NCC1=NOC(=C1)C1=CC=CC=C1)F